C(#CC)[C@@]1([C@H](O)[C@H](O)[C@@H](CO)O1)N1C(=O)N=C(N)C=C1 propynyl-cytidine